C([C@H](O)C1=CC=CC=C1)(=O)O.N[C@H](C)CCCN(CC)CC (R)-2-amino-5-diethylaminopentane R-(-)-mandelate